BrC1=CC=C2C(=N1)OCCO2 6-bromo-2,3-dihydro-[1,4]dioxino[2,3-b]pyridine